C1(CCCCC1)OC1=CC=C(C=C1)C1=NC2=CC(=C(C=C2C(=N1)N)OCCCN1CCOCC1)OC (4-(cyclohexyloxy)phenyl)-7-methoxy-6-(3-morpholinopropoxy)quinazolin-4-amine